Cl.BrC1=C2C[C@@H](NCC2=CC=C1)C(=O)O (3R)-5-bromo-1,2,3,4-tetrahydroisoquinoline-3-carboxylic acid hydrochloride